ClC=1C=C(C=C(C1)C1=C(C=C(C=C1)F)F)NC(=O)C1=CC2=C(S1)C=CC(=C2)CS(=O)(=O)C N-(5-Chloro-2',4'-difluoro-[1,1'-biphenyl]-3-yl)-5-((methylsulfonyl)methyl)benzo[b]thiophen-2-carboxamid